FC=1C=C(C=CC1OC1=C2C(=NC=C1)NC(N2C2CCN(CC2)C)=O)C2=NN(C(=C2C(=O)N)C(F)(F)F)C2=NC=CC=C2F (3-fluoro-4-((1-(1-methylpiperidin-4-yl)-2-keto-2,3-dihydro-1H-imidazo[4,5-b]pyridin-7-yl)oxy)phenyl)-1-(3-fluoropyridin-2-yl)-5-(trifluoromethyl)-1H-pyrazole-4-carboxamide